CC1([C@H]2COC[C@@H]12)C (1r,5s)-6,6-dimethyl-3-oxabicyclo[3.1.0]hexane